ON1C(C=C(C=C1CC(CC(C)(C)C)C)C)=O 1-hydroxy-4-methyl-6-(2,4,4-trimethylpentyl)-2-pyridone